CN([C@]1(CN(CCC1)C1=CC(=C(C=C1)S(=O)(=O)NC1=NC=NC=C1)F)CCC1=CC=CC=C1)C (R)-4-(3-(dimethylamino)-3-phenethylpiperidin-1-yl)-2-fluoro-N-(pyrimidin-4-yl)benzenesulfonamide